F[C@H](CN1C(C2=CC(=C(C=C2C1)NC(=O)C=1C=NN2C1N=CC(=C2)C(=O)N)N2CCOCC2)=O)C(C)(C)O (R)-N3-(2-(2-fluoro-3-hydroxy-3-methylbutyl)-6-morpholino-1-oxoisoindolin-5-yl)pyrazolo[1,5-a]pyrimidine-3,6-dicarboxamide